(R)-N-(6-(5,7-dihydro-6H-pyrrolo[3,4-b]pyridin-6-yl)-2-(hydroxymethyl)-2-methyl-2,3-dihydrobenzofuran-5-yl)pyrazolo[1,5-a]pyrimidine-3-carboxamide N1=C2C(=CC=C1)CN(C2)C2=CC1=C(C[C@](O1)(C)CO)C=C2NC(=O)C=2C=NN1C2N=CC=C1